NC1=CN=C(C(=N1)C1=NOC(N1)=O)NC1=CC=C(C=C1)C(F)(F)F 3-[6-amino-3-[4-(trifluoromethyl)anilino]pyrazin-2-yl]-4H-1,2,4-oxadiazol-5-one